N2-(4-bromo-2-fluorophenyl)-N3-(4-chlorobenzyl)quinoxaline-2,3-diamine BrC1=CC(=C(C=C1)NC1=NC2=CC=CC=C2N=C1NCC1=CC=C(C=C1)Cl)F